(S)-2-methylazetidine hydrogen chloride Cl.C[C@@H]1NCC1